3-(4-Bromophenyl)-N-(4-(2-((tert-butyldimethylsilyl)oxy)-1,1,1,3,3,3-hexafluoropropane-2-yl)phenyl)oxetane-3-carboxamide BrC1=CC=C(C=C1)C1(COC1)C(=O)NC1=CC=C(C=C1)C(C(F)(F)F)(C(F)(F)F)O[Si](C)(C)C(C)(C)C